(S)-2-isopropoxypropan-1-amine C(C)(C)O[C@H](CN)C